FC1=C(C=C(C=C1C)C1=C(C=C(C=C1C)F)C)[C@H](CC(=O)O)NC([C@H](CC(C)C)NC(=O)N1N=C2CN(CCC2=C1)C(C)C)=O (3S)-3-{4,4'-difluoro-2',5,6'-trimethyl-[1,1'-biphenyl]-3-yl}-3-[(2S)-4-methyl-2-{[6-(propan-2-yl)-2H,4H,5H,6H,7H-pyrazolo[3,4-c]pyridine-2-carbonyl]amino}pentanamido]propanoic acid